C(C)C(COC(C(C(=O)OCC(CCCC)CC)=CC1=CC=C(C=C1)OC)=O)CCCC 4-methoxybenzalmalonic acid di(2-ethylhexyl) ester